3-(2-bromophenylthio)-4-hydroxypent-3-en-2-one BrC1=C(C=CC=C1)SC(C(C)=O)=C(C)O